CS(=O)(=O)[O-].C(CCCCCC)[N+]1=CC=C(C=C1)CC 1-heptyl-4-ethylpyridinium methanesulfonate